(3R)-3-amino-5-[(4-chlorophenyl)methyl]-8-fluoro-1,1-dioxo-7-(1H-pyrazol-5-yl)-2,3-dihydro-1λ6,5-benzothiazepin-4-one N[C@H]1CS(C2=C(N(C1=O)CC1=CC=C(C=C1)Cl)C=C(C(=C2)F)C2=CC=NN2)(=O)=O